(2S)-2-amino-4-(ethylcarbamoyl)butanoic acid methyl-2-amino-4-(piperidin-1-yl)butanoate dihydrochloride methyl-2-amino-4-carbamoylbutanoate COC(C(CCC(N)=O)N)=O.Cl.Cl.COC(C(CCN1CCCCC1)N)=O.N[C@H](C(=O)O)CCC(NCC)=O